methyl (S)-4-((7-((1-((tert-butyldiphenylsilyl)oxy)hexan-3-yl)amino)-3-fluoro-5-((methoxycarbonyl)amino)-1H-pyrazolo[4,3-d]pyrimidin-1-yl)methyl)-3-methoxybenzoate [Si](C1=CC=CC=C1)(C1=CC=CC=C1)(C(C)(C)C)OCC[C@H](CCC)NC=1C2=C(N=C(N1)NC(=O)OC)C(=NN2CC2=C(C=C(C(=O)OC)C=C2)OC)F